1-((tertbutyldimethylsilyl)oxy)propan-2-yl ((4-aminophenyl)(imino)methyl)carbamate NC1=CC=C(C=C1)C(=N)NC(OC(CO[Si](C)(C)C(C)(C)C)C)=O